(benzyloxy)acetic acid C(C1=CC=CC=C1)OCC(=O)O